C1COC=2C1=C1C=CC(OC1=CC2)=O 1,2-dihydro-7H-furo[3,2-f]chromen-7-one